O=S1OC[C@@H]2N1CCN(C2)C(=O)OC(C)(C)C Tert-butyl (3aR)-1-oxotetrahydro-1H-1λ4-[1,2,3]oxathiazolo[3,4-a]pyrazine-5(3H)-carboxylate